4,6-dimethylisophthalate CC1=C(C=C(C(=O)[O-])C(=C1)C)C(=O)[O-]